(R)-2-(3-(hydroxymethyl)bicyclo[1.1.1]Pentane-1-yl)-3-oxohexahydroimidazo[1,5-a]Pyrazine-7(1H)-carboxylic acid tert-butyl ester C(C)(C)(C)OC(=O)N1C[C@@H]2N(CC1)C(N(C2)C21CC(C2)(C1)CO)=O